COC1=CC=C(S1)CNC1=CC(=CC(=C1)C(F)(F)F)C1=NOC(=N1)C(C)C1=CC=CC2=CC=CC=C12 N-((5-methoxythiophen-2-yl)methyl)-3-(5-(1-(naphthalen-1-yl)ethyl)-1,2,4-oxadiazol-3-yl)-5-(trifluoromethyl)aniline